ClC1=CC(=C(C=C1)C1C(C(NC1CC(C)(C)C)C(=O)O)C1=CC(=CC=C1)C)F 4-(4-chloro-2-fluorophenyl)-3-(3-methylphenyl)-5-neopentylpyrrolidine-2-carboxylic acid